C[Si](O[Si](O[Si](C)(C)C)(O[Si](C)(C)C)C=1C2(CCC(C1)C2(C)C)C)(C)C tris(trimethylsiloxy)silylbornene